tert-butyl (2R,3S,4S)-3-[(2-{[2-(benzylamino)-3,4-dioxocyclobut-1-en-1-yl]amino}acetyl)oxy]-4-[(tert-butoxycarbonyl)oxy]-2-[(4-methoxyphenyl)methyl]pyrrolidine-1-carboxylate C(C1=CC=CC=C1)NC1=C(C(C1=O)=O)NCC(=O)O[C@H]1[C@H](N(C[C@@H]1OC(=O)OC(C)(C)C)C(=O)OC(C)(C)C)CC1=CC=C(C=C1)OC